C(CCC#CCCCCCCCCCCCCC)(=O)O 4-octadecynic acid